Methyl 7-cyano-4-(isopropylamino)benzo[5,6][1,4]dioxino[2,3-b]pyridine-3-carboxylate C(#N)C=1C=CC2=C(OC=3C(=NC=C(C3NC(C)C)C(=O)OC)O2)C1